ClC=1C2=CN(N=C2C=CC1C1=CNC=2N=C(N(C(C21)=O)C)N2CCC1(CCN1)CC2)C 5-(4-Chloro-2-methyl-2H-indazol-5-yl)-3-methyl-2-(1,7-diazaspiro[3.5]nonan-7-yl)-3,7-dihydro-4H-pyrrolo[2,3-d]pyrimidin-4-one